FC1=CC(=C(C=C1)N1N=CC=C1CC1=NN(C(=C1)C#N)C(C)C)[C@@H](C)O (R)-3-((1-(4-fluoro-2-(1-hydroxyethyl)phenyl)-1H-pyrazol-5-yl)methyl)-1-isopropyl-1H-pyrazole-5-carbonitrile